{4-[(Benzo[b]thiophen-2-ylmethyl)-amino]-2-chlorophenyl}-carbamic acid ethyl ester C(C)OC(NC1=C(C=C(C=C1)NCC1=CC2=C(S1)C=CC=C2)Cl)=O